NC(CCN1CCN(CC1)CC1=CC(=NC(=C1)C1=CC(=CC(=C1)Cl)Cl)OC=1C=NC(=NC1)N1CCN(CC1)CCC(=O)O)=O 3-(4-(5-((4-((4-(3-amino-3-oxopropyl)piperazin-1-yl)methyl)-6-(3,5-dichlorophenyl)pyridin-2-yl)oxy)pyrimidin-2-yl)piperazin-1-yl)propanoic acid